BrC=1C=2C(N=C3N(C2C=CC1)C1=CC(=CC=C1C3(C)C)C3CCN(CC3)C3CCN(CC3)C(=O)OC(C)(C)C)=O tert-butyl 4-(4-bromo-7,7-dimethyl-5-oxo-5,7-dihydroindolo[1,2-a]quinazolin-10-yl)-[1,4'-bipiperidine]-1'-carboxylate